1-(4-fluoro-2-methylphenyl)-3-(2-methyl-6-oxo-1,6-dihydropyridin-3-yl)-7-(trifluoromethyl)-2,3-dihydropteridin-4(1H)-one FC1=CC(=C(C=C1)N1CN(C(C2=NC=C(N=C12)C(F)(F)F)=O)C1=C(NC(C=C1)=O)C)C